ClC1=CC(=C(C(=O)N)C=C1)NC(=O)NC1=CC(=CC=C1)Cl 4-chloro-2-[3-(3-chlorophenyl)ureido]benzamide